N-methylperfluoro-n-octanesulfonic amide CNS(=O)(=O)C(C(C(C(C(C(C(C(F)(F)F)(F)F)(F)F)(F)F)(F)F)(F)F)(F)F)(F)F